(Z)-14-ethyl-3,6,9,12-tetraoxaoctadec-13-en-1-yl 2-ethylhexanoate C(C)C(C(=O)OCCOCCOCCOCCO\C=C(/CCCC)\CC)CCCC